pentafluorophenyl-2-(dibenzylamino)-3,3-dimethylbutanoic acid FC1=C(C(=C(C(=C1C(C(=O)O)(C(C)(C)C)N(CC1=CC=CC=C1)CC1=CC=CC=C1)F)F)F)F